N,N-dimethyl-2,3-dioleylpropylamine CN(C)CC(CCCCCCCCC\C=C/CCCCCCCC)CCCCCCCC\C=C/CCCCCCCC